C(C)N(C1=NC2=CC(=C(C=C2C(N1)=O)OC)OC)C 2-(ethyl(methyl)amino)-6,7-dimethoxyquinazolin-4(3H)-one